1,2,4-OXADIAZOL-5-ONE O1NC=NC1=O